NC1=NC=CC=C1C1=NC=2C(=NC(=CC2)N2CCOCC2)N1C1=CC=C(CN2CCN(CC2)C2=NC(=NC=N2)C#N)C=C1 4-(4-(4-(2-(2-aminopyridin-3-yl)-5-morpholino-3H-imidazo[4,5-b]pyridin-3-yl)benzyl)piperazin-1-yl)-1,3,5-triazine-2-carbonitrile